C1(=CC=CC=C1)C1=NC(=CC(=C1)C1=C(C#N)C(=C(C(=C1N1C2=CC=CC=C2C=2C=C(C=CC12)C1=CC=CC=C1)N1C2=CC=CC=C2C=2C=C(C=CC12)C1=CC=CC=C1)N1C2=CC=CC=C2C=2C=C(C=CC12)C1=CC=CC=C1)N1C2=CC=CC=C2C=2C=C(C=CC12)C1=CC=CC=C1)C1=CC=CC=C1 2-(2,6-diphenylpyridin-4-yl)-3,4,5,6-tetrakis(3-phenyl-9H-carbazol-9-yl)benzonitrile